butyl-cyclohexene formate C(=O)O.C(CCC)C1=CCCCC1